tert-butyl 7-[8-({8-fluoroimidazo[1,2-a]pyridin-6-yl}carbamoyl)quinoxalin-5-yl]-4,7-diazaspiro[2.5]octane-4-carboxylate FC=1C=2N(C=C(C1)NC(=O)C=1C=CC(=C3N=CC=NC13)N1CCN(C3(CC3)C1)C(=O)OC(C)(C)C)C=CN2